ClC=1C=CC2=C(N=C(S2)C2CC3(CC(C3)NC(CC3CS(CCC3)(=O)=O)=O)C2)C1 N-[6-(5-chloro-1,3-benzothiazol-2-yl)spiro[3.3]heptan-2-yl]-2-(1,1-dioxothian-3-yl)acetamide